3-(6-fluoro-4-(1-(9-(4-(7-(4-(2-hydroxyethyl)piperazin-1-yl)-2-methyl-3-phenyl-pyrazolo[1,5-a]pyrimidin-5-yl)phenyl)nonyl)piperidin-4-yl)-1-oxoisoindolin-2-yl)piperidine-2,6-dione FC1=CC(=C2CN(C(C2=C1)=O)C1C(NC(CC1)=O)=O)C1CCN(CC1)CCCCCCCCCC1=CC=C(C=C1)C1=NC=2N(C(=C1)N1CCN(CC1)CCO)N=C(C2C2=CC=CC=C2)C